OCCCCN1N=CC(=C1)CN(CCC(=O)OCCCCCCCCCCCC)CCC(=O)OCCCCCCCCCCCC didodecyl 3,3'-(((1-(4-hydroxybutyl)-1H-pyrazol-4-yl)methyl)azanediyl)dipropionate